N-(4-(fluoromethoxy)-6-(thiazol-2-yloxy)benzo[d]isoxazol-3-yl)-2-methoxybenzenesulfonamide FCOC1=CC(=CC2=C1C(=NO2)NS(=O)(=O)C2=C(C=CC=C2)OC)OC=2SC=CN2